8-chloro-N-(2-methyl-5-phenoxyphenyl)quinolin-2-amine ClC=1C=CC=C2C=CC(=NC12)NC1=C(C=CC(=C1)OC1=CC=CC=C1)C